2-(4-(5-chloro-2-(4-chloro-1H-1,2,3-triazol-1-yl)phenyl)-2,5-dioxopiperazin-1-yl)-4-isopropoxy-N-(2-methyl-2H-indazol-5-yl)butanamide ClC=1C=CC(=C(C1)N1CC(N(CC1=O)C(C(=O)NC1=CC2=CN(N=C2C=C1)C)CCOC(C)C)=O)N1N=NC(=C1)Cl